C1(CCCCCC1)[C@H](NC(=O)C1=CC=NN1CC)C=1N=C2N(N=C(C(=N2)C2CCOCC2)C[C@@H]2C(NC[C@@H](C2)C(F)(F)F)=O)C1 N-((S)-cycloheptyl(2-(((3R,5R)-2-oxo-5-(trifluoromethyl)piperidin-3-yl)methyl)-3-(tetrahydro-2H-pyran-4-yl)imidazo[1,2-b][1,2,4]triazin-6-yl)methyl)-1-ethyl-1H-pyrazole-5-carboxamide